rac-6-methoxy-2-((1s,2r)-2-methyl-4-(N-methylacetylamino)cyclohexyl)-2H-indazole-5-carboxylic acid methyl ester COC(=O)C1=CC2=CN(N=C2C=C1OC)[C@@H]1[C@@H](C[C@@H](CC1)NC(CC)=O)C |&1:18|